5-[3-[(1R)-2,2-difluoro-1-(6-methyl-2-pyridyl)ethoxy]-1-methyl-pyrazolo[3,4-c]pyridazin-5-yl]-1H-pyrimidine-2,4-dione FC([C@H](OC1=NN(C2=NN=C(C=C21)C=2C(NC(NC2)=O)=O)C)C2=NC(=CC=C2)C)F